FC=1C=CC(=NC1)C(C)=O 1-(5-fluoro-2-pyridyl)ethanone